N-(1-benzyl-piperidin-3-yl)-4-butoxy-3,5-dimethoxybenzamide C(C1=CC=CC=C1)N1CC(CCC1)NC(C1=CC(=C(C(=C1)OC)OCCCC)OC)=O